8-bromo-6-chloro-2-hydroxy-3-methyl-quinoline-4-carboxylic acid BrC=1C=C(C=C2C(=C(C(=NC12)O)C)C(=O)O)Cl